2-(1-(6-((4-(cyclopropanecarbonyl)-2-fluorobenzyl)oxy)pyridin-2-yl)piperidin-4-yl)acetic acid C1(CC1)C(=O)C1=CC(=C(COC2=CC=CC(=N2)N2CCC(CC2)CC(=O)O)C=C1)F